4-ethynyl-2-methylpyridine C(#C)C1=CC(=NC=C1)C